FC(OC1=CC=C(C(=N1)C)C(C)O)F 1-[6-(difluoromethoxy)-2-methylpyridin-3-yl]ethan-1-ol